N-(2-hydrazinyl-2-oxoethyl)-2-methoxybenzamide N(N)C(CNC(C1=C(C=CC=C1)OC)=O)=O